CN1C=CC2=C1C(N(C=C2C=2NC1=CC=C(C=C1C2C(C)C)C2CCN(CC2)CC(=O)N)C)=O 2-(4-(2-(1,6-dimethyl-7-oxo-6,7-dihydro-1H-pyrrolo[2,3-c]pyridin-4-yl)-3-isopropyl-1H-indol-5-yl)piperidin-1-yl)acetamide